[Ti].[Ga] Gallium-titanium